N1=C(N=C2N1C1=C(C=C2)NCC1)C(=O)O 7,8-dihydro-6H-pyrrolo[2,3-e][1,2,4]triazolo[1,5-a]pyridine-2-carboxylic acid